1-benzyl-3-(1-hydroxycyclobutyl)pyrrolidin-2-one C(C1=CC=CC=C1)N1C(C(CC1)C1(CCC1)O)=O